(6-amino-5-methoxypyridin-2-yl)propan-2-ol NC1=C(C=CC(=N1)CC(C)O)OC